ClC1=CC=C(C=C1)[C@@H](CN1C(OC=N1)=O)F |r| 3-[rac-(2S)-2-(4-chlorophenyl)-2-fluoro-ethyl]-1,3,4-oxadiazol-2-one